Methyl (2S)-2-(((2-(3-chlorophenyl)-2-methyl-1-(m-tolyl) propoxy) carbonyl) amino)-3-cyclohexylpropanoate ClC=1C=C(C=CC1)C(C(OC(=O)N[C@H](C(=O)OC)CC1CCCCC1)C=1C=C(C=CC1)C)(C)C